COC=1C=C2C=CC(=CC2=CC1)C=O 6-methoxynaphthalene-2-carbaldehyde